C(C)N(S(=O)(=O)NC=1C(=C(C(=O)C2=CNC3=NC=C(C=C32)C3=CC=C(C=C3)N3CCC(CC3)NCC(=O)O)C(=CC1)F)F)C 2-[[1-[4-[3-[3-[[ethyl(methyl)sulfamoyl]amino]-2,6-difluoro-benzoyl]-1H-pyrrolo[2,3-b]pyridin-5-yl]phenyl]-4-piperidyl]amino]acetic acid